4-(6-(4,4,5,5-tetramethyl-1,3,2-dioxaborolan-2-yl)pyrazolo[1,5-a]pyrimidin-3-yl)benzonitrile CC1(OB(OC1(C)C)C=1C=NC=2N(C1)N=CC2C2=CC=C(C#N)C=C2)C